CN1C(C2=C(C=C1)C(=CN2S(=O)(=O)C2=CC=C(C)C=C2)C2=CC(=CC=C2)CN2CCC1(COC1)CC2)=O 6-Methyl-3-(3-(2-oxa-7-azaspiro[3.5]non-7-ylmethyl)phenyl)-1-tosyl-1H-pyrrolo[2,3-c]pyridin-7(6H)-one